3-((S)-2-hydroxy-3-(((R)-8-((4-methyl-3,4-dihydro-2H-benzo[B][1,4]oxazin-6-yl)sulfonyl)-1-oxa-8-azaspiro[4.5]dec-3-yl)amino)propoxy)-N-methylbenzenesulfonamide dihydrochloride Cl.Cl.O[C@H](COC=1C=C(C=CC1)S(=O)(=O)NC)CN[C@H]1COC2(C1)CCN(CC2)S(=O)(=O)C2=CC1=C(OCCN1C)C=C2